C1(CCCCCCCCCCCCCC1)C(=O)OCCCCCC(CCCCCSCC(CCCCCC)OC(CCC1CCCCC1)=O)N(C)CCCCO[Si](C1=CC=CC=C1)(C1=CC=CC=C1)C(C)(C)C 6-((4-((tert-butyldiphenylsilyl)oxy)butyl)-(methyl)amino)-11-((2-((3-cyclohexylpropanoyl)oxy)octyl)-thio)undecyl cyclopentadecane-carboxylate